5-(3,5-dimethoxyphenyl)-6-(6-methylpyridin-2-yl)-2,3-dihydro-1H-imidazo[1,2-a]imidazole COC=1C=C(C=C(C1)OC)C1=C(N=C2N1CCN2)C2=NC(=CC=C2)C